C1(CC1)CN1[C@H](C[C@@H](CC1)CC1=CC=2N(C=C1)N=CC2N2C(NC(C(=C2)C)=O)=O)C (5-(((2S,4R)-1-(cyclopropylmethyl)-2-methylpiperidin-4-yl)methyl)pyrazolo[1,5-a]pyridin-3-yl)-5-methylpyrimidine-2,4(1H,3H)-dione